COC=1C=C2C(=NC=NC2=CC1OCC=1C=NC=CC1)C1=CC=C(C=C1)NC(CC1=CC=C(C=C1)C(F)(F)F)=O N-(4-(6-methoxy-7-(pyridin-3-ylmethoxy)quinazolin-4-yl)phenyl)-2-(4-(trifluoromethyl)phenyl)acetamide